cyclobutyl (5-(2-aminobenzo[d]thiazol-6-yl)-2-methylpyridin-3-yl)carbamate NC=1SC2=C(N1)C=CC(=C2)C=2C=C(C(=NC2)C)NC(OC2CCC2)=O